COC1=C(C=C(C(=C1)[N+](=O)[O-])S(=O)(=O)O)N1NC(=NN1C1=C(C=C(C(=C1)S(=O)(=O)O)[N+](=O)[O-])OC)C(=O)NC1=CC=CC=C1 2,3-bis[2-methoxy-4-nitro-5-sulfophenyl]-2H-tetrazole-5-carboxanilide